ClC=1C2=C(N=CN1)C=CN2C=2C=C1C(=NC2)N=C(N1CC1=CC(=CC=C1)F)C 6-(4-chloro-5H-pyrrolo[3,2-d]pyrimidin-5-yl)-1-(3-fluorobenzyl)-2-methyl-1H-imidazo[4,5-b]pyridine